1-(methyl)piperidine methyl-(S)-2-((1-(tert-butoxycarbonyl)pyrrolidin-3-yl)oxy)-4-chloro-6-((diphenylmethylene)amino)nicotinate COC(C1=C(N=C(C=C1Cl)N=C(C1=CC=CC=C1)C1=CC=CC=C1)O[C@@H]1CN(CC1)C(=O)OC(C)(C)C)=O.CN1CCCCC1